((benzyloxy)methoxy)-3-(furan-3-yl)-2-(pyridin-3-yl)-1H-inden-1-one C(C1=CC=CC=C1)OCOC1=C2C(=C(C(C2=CC=C1)=O)C=1C=NC=CC1)C1=COC=C1